C[C@]12CC[C@H]3[C@H]([C@@H]1CCC2=O)CC=C4[C@@]3(CCC(=O)C4)C The molecule is an androstanoid that is androst-5-ene bearing two oxo substituents at positions 3 and 17. It is an androstanoid, a 3-oxo-Delta(5)-steroid and a 17-oxo steroid.